1,2-dihydroxypropanesulfonic acid OC(C(C)O)S(=O)(=O)O